C(#N)[C@H]1N(CCC1)C(CNC(=O)C1=NC2=CC=CC(=C2C=C1)Br)=O (S)-N-(2-(2-cyanopyrrolidin-1-yl)-2-oxoethyl)-5-bromoquinolinecarboxamide